NC=1SC2=C(N1)C1=CC(=CC(=C1C=C2)S(=O)(=O)O)S(=O)(=O)O 2-amino-6,8-disulfonaphthothiazole